2-cyclohexyl-2-(3,3-diphenylpropyl)-1-ethoxy-3-methoxypropane C1(CCCCC1)C(COCC)(COC)CCC(C1=CC=CC=C1)C1=CC=CC=C1